C(C)(C)(C)N(C(O)=O)CC1=CC=C(C=C1)C1=NC(=NN1C)C(F)(F)F.C(\C=C\C1=CC=C(C=C1)O)(=O)O[C@H]([C@H](C=O)O)[C@H](O)[C@H](O)CO 3-O-p-coumaroyl-glucose tert-butyl-(4-(1-methyl-3-(trifluoromethyl)-1H-1,2,4-triazol-5-yl)benzyl)carbamate